FC=1C=2N(C=C(C1)C=1C=C3C(=NC1)C=C(S3)C=3CCN(CC3)C(=O)OC(C)(C)C)C=C(N2)C tert-butyl 4-[6-(8-fluoro-2-methyl-imidazo[1,2-a]pyridin-6-yl)thieno[3,2-b]pyridin-2-yl]-3,6-dihydro-2H-pyridine-1-carboxylate